CC1=NC(=NO1)C1=CC=C2C=CN=C(C2=C1)NCCN1CC=2N(CC1)C=C(C2)C(=O)O 2-(2-((7-(5-methyl-1,2,4-oxadiazol-3-yl)isoquinolin-1-yl)amino)ethyl)-1,2,3,4-tetrahydropyrrolo[1,2-a]pyrazine-7-carboxylic acid